1-(2-iodophenyl)-(S)-1-methoxymethoxypropyl-(S)-2-bicyclo[2.2.1]heptanylcarbamate IC1=C(C=CC=C1)[C@]12[C@H](CC(CC1)C2)N(C([O-])=O)C(CC)OCOC